8-(Benzofuran-3-carbonyl)-2,8-diazaspiro[4.5]decane-1,3-dione O1C=C(C2=C1C=CC=C2)C(=O)N2CCC1(CC(NC1=O)=O)CC2